C(C)OC(=O)C1=C(C=2N(N=C1O)C(=NC2C(C)C)C)O 2,4-dihydroxy-5-isopropyl-7-methylimidazo[1,5-b]Pyridazine-3-carboxylic acid ethyl ester